C(C)(=O)OC(OC(C)=O)[SiH2]C=CC Diacetyloxymethylpropenylsilan